dimethylphenyl-(4-methoxybenzyl)ammonium dipalladium [Pd+2].[Pd+2].C[N+](CC1=CC=C(C=C1)OC)(C1=CC=CC=C1)C